2'-O-methyl-5'-(S)-methyl-uridine CO[C@H]1[C@@H](O[C@@H]([C@H]1O)[C@@H](O)C)N1C(=O)NC(=O)C=C1